C(C#CC)(=O)NCCCN1C(C(N(C=2C=NC(=NC12)NC1=C(C=C(C(=O)NCC)C=C1)OC)C)=O)CC 4-((8-(3-(2-butynamido)propyl)-7-ethyl-5-methyl-6-oxo-5,6,7,8-tetrahydropteridin-2-yl)amino)-N-ethyl-3-methoxybenzamide